COC1=C(C=CC(=C1)C1OCCC(C1)=C)O 2-methoxy-4-(4-methylenetetrahydro-2H-pyran-2-yl)phenol